PC(O)C1=CC=CC=C1 α-phosphinobenzenemethanol